N-(2-bromo-4-fluorobenzyl)-2,2-diethoxy-acetamido-amide BrC1=C(C[N-]NC(C(OCC)OCC)=O)C=CC(=C1)F